2-(6-bromo-5-chloro-1-methyl-imidazo[4,5-b]pyridin-2-yl)-3-methyl-5-(trifluoro-methyl)phenol BrC=1C=C2C(=NC1Cl)N=C(N2C)C2=C(C=C(C=C2C)C(F)(F)F)O